C[Si](C)(C)P([Si](C)(C)C)[SiH2]P([Si](C)(C)C)[Si](C)(C)C bis(bis(trimethylsilyl)phosphanyl)silane